(3R)-3-[8-[4-[4-[2-[3-amino-6-(3-fluoro-2-hydroxy-phenyl)pyridazin-4-yl]-4-pyridyl]piperazin-1-yl]cyclohexyl]-2,3-dihydro-1,4-benzoxazin-4-yl]piperidine-2,6-dione NC=1N=NC(=CC1C1=NC=CC(=C1)N1CCN(CC1)C1CCC(CC1)C1=CC=CC=2N(CCOC21)[C@H]2C(NC(CC2)=O)=O)C2=C(C(=CC=C2)F)O